C1(CC1)S(=O)(=O)C=1C(=C(C=CC1)NC1=NC=C(C(=N1)C1=CNC2=C(C=CC=C12)N)C)F 3-(2-((3-(cyclopropylsulfonyl)-2-fluorophenyl)amino)-5-methylpyrimidin-4-yl)-1H-indol-7-amine